methyl 4-hydroxy-2-(4-(trifluoromethyl)phenyl)-1,4-dihydroquinoline-7-carboxylate OC1C=C(NC2=CC(=CC=C12)C(=O)OC)C1=CC=C(C=C1)C(F)(F)F